O(O)C(C)(C)C=1C=C(C=CC1)C(C)=O 1-(3-(2-hydroperoxypropane-2-yl)phenyl)ethanone